C(#C)[C@@H]1N([C@H]2C[C@H]2C1)C(=O)OC methyl (1S,3R,5S)-3-ethynyl-2-azabicyclo[3.1.0]hexane-2-carboxylate